3-(6-(benzo[d]thiazol-2-ylamino)pyridin-3-yl)pyrazolo[5,1-b]oxazole-7-carboxylic acid ethyl ester C(C)OC(=O)C=1C=NN2C1OC=C2C=2C=NC(=CC2)NC=2SC1=C(N2)C=CC=C1